C(C)(C)(C)OC(NCCOCCOC1=CC2=C(N(C=N2)C2=CC=C(C=C2)NC(=O)NC=2NN=C(C2)C(C)(C)C)C=C1)=O 2-[2-(1-{4-[3-(5-tert-butyl-2H-pyrazol-3-yl)-ureido]-phenyl}-1H-benzimidazol-5-yl-Oxy)-ethoxy]-ethyl-carbamic acid tert-butyl ester